CC12C(CC(CC1)C2(C)C)C(C(=O)O)Br.C(C)(C)(C)C2=CC=C(C=C2)[C@H]2[C@H](C2)\C=C\C2=CC=CC=C2 1-(tert-butyl)-4-((1r,2r)-2-((E)-styryl)cyclopropyl)benzene (exo)-1,7,7-trimethylbicyclo[2.2.1]heptan-2-yl-2-bromoacetate